BrC1=CC2=C(C(N(O2)C)=O)C=C1 6-bromo-2-methylbenzo[d]isoxazol-3(2H)-one